2-(4-((4-(cyclopropylamino)-5-(trifluoromethyl)pyrimidin-2-yl)amino)-1H-indazol-1-yl)-2-methylpropanenitrile C1(CC1)NC1=NC(=NC=C1C(F)(F)F)NC1=C2C=NN(C2=CC=C1)C(C#N)(C)C